CC1(COCC[C@@H]1N1N=C2N=C(C=NC2=C1)C1=C(C=C(C=C1C)C(F)(F)F)O)C |o1:6| (S or R)-2-(2-(3,3-dimethyltetrahydro-2H-pyran-4-yl)-2H-pyrazolo[3,4-b]pyrazin-6-yl)-3-methyl-5-(trifluoromethyl)phenol